FCCN1C=NC2=C1C=C(C=C2)C=2C(=NC=CC2)OC2=CC=C(C=C2)C(F)(F)F 1-(2-Fluoroethyl)-6-(2-(4-(trifluoromethyl)phenoxy)pyridin-3-yl)-1H-benzo[d]imidazole